CC1(CNCCC1OC=1C(=NC=CN1)N)C ((3,3-dimethylpiperidin-4-yl)oxy)pyrazin-2-amine